C(C1=CC=CC=C1)(C1=CC=CC=C1)(C1=CC=CC=C1)C1CN2C(O1)=CC=N2 trityl-2,3-dihydropyrazolo[5,1-b]oxazole